C1(CCCCC1)NC(COC1=CC=C2C=CC(=CC2=C1)C(CC(=O)O)C1=CC=C(C=C1)OC)=O 3-(7-(2-(cyclohexylamino)-2-oxoethoxy)naphthalen-2-yl)-3-(4-methoxyphenyl)propanoic acid